(2R,4S,5R,6R)-2-(benzyloxy)-6-((1R,2R)-1,2-dihydroxy-3-(2-(4-(prop-2-yn-1-yloxy)phenyl)acetamido)propyl)-4-hydroxy-5-(2-hydroxyacetamido)tetrahydro-2H-pyran C(C1=CC=CC=C1)O[C@@H]1O[C@H]([C@@H]([C@H](C1)O)NC(CO)=O)[C@@H]([C@@H](CNC(CC1=CC=C(C=C1)OCC#C)=O)O)O